ClC(=O)C1=CC=C(C=C1)C(C(C(C(C1=CC=C(C=C1)C(=O)Cl)(F)F)(F)F)(F)F)(F)F 1,4-bis(p-chlorocarbonylphenyl)perfluorobutane